ClC=1C=C(OC=2C=CC3=C([S@](C([C@H]3F)(F)F)=O)C2C(F)F)C=C(C1)F (1R,3S)-6-(3-chloro-5-fluorophenoxy)-7-(difluoromethyl)-2,2,3-trifluoro-2,3-dihydrobenzo[b]thiophene 1-oxide